3-hydroxy-5-pentadecylphenolate OC=1C=C(C=C(C1)CCCCCCCCCCCCCCC)[O-]